C(C)(C)N(C=O)C1=C(C=CC=C1)NC1=CC=CC=C1 N-isopropyl-N-(2-(phenylamino)phenyl)formamide